COC(=O)C1=NC(=C(C=C1)NCC#CC=1C=C2C(=CC=CN2C1CC(F)(F)F)Br)OC 5-[3-[8-bromo-3-(2,2,2-trifluoroethyl)indolizine-2-yl]prop-2-ynylamino]-6-methoxypyridine-2-carboxylic acid methyl ester